butylenebis-erucamide C(CCCCCCCCCCC\C=C/CCCCCCCCCCCC(=O)N)CCCCCCCC\C=C/CCCCCCCCCCCC(=O)N